CN(C=1C=NC(=NC1)C1=C(C=C(C=C1)C=1C=NNC1)O)C1CC(NC(C1)(C)C)(C)C 2-(5-(methyl(2,2,6,6-tetramethyl-piperidin-4-yl)amino)pyrimidin-2-yl)-5-(1H-pyrazol-4-yl)phenol